4-benzyl-5-(hydroxymethyl)-2-methylpiperazine-1-carboxylic acid tert-butyl ester C(C)(C)(C)OC(=O)N1C(CN(C(C1)CO)CC1=CC=CC=C1)C